CN1N=NC2=C1C=C(C=C2)C2=CNC1=NC=C(C=C12)C(=O)NC=1C=NN(C1)C1CCN(CC1)C 3-(1-methyl-1H-benzo[d][1,2,3]triazol-6-yl)-N-(1-(1-methylpiperidin-4-yl)-1H-pyrazol-4-yl)-1H-pyrrolo[2,3-b]pyridine-5-carboxamide